C(C1=CC=CC=C1)N1N=CC(=C1)NC1=NC=2C=C(C(=C(C2C=N1)N)F)C1=C(C2=C(OCCN2)N=C1)C N~2~-(1-benzyl-1H-pyrazol-4-yl)-6-fluoro-7-(8-methyl-2,3-dihydro-1H-pyrido[2,3-b][1,4]oxazin-7-yl)quinazoline-2,5-diamine